5-(4-fluoro-3-(trifluoromethyl)benzyl)-4H-1,2,4-triazole-3-carboxamide FC1=C(C=C(CC=2NC(=NN2)C(=O)N)C=C1)C(F)(F)F